tert-butyl (R)-4-((S)-4-benzyl-2-oxooxazolidin-3-yl)-3-methyl-4-oxobutanoate C(C1=CC=CC=C1)[C@@H]1N(C(OC1)=O)C([C@@H](CC(=O)OC(C)(C)C)C)=O